FC=1C=C(C(=NC1)OC)[C@@H]1N(CCC1)C1=NC=2N(C=C1)N=CC2C(=O)NOC (R)-5-(2-(5-fluoro-2-methoxypyridin-3-yl)pyrrolidin-1-yl)-N-methoxypyrazolo[1,5-a]pyrimidine-3-carboxamide